(S)-N'-(8-fluoro-1,2,3,5,6,7-hexahydro-s-indacen-4-ylcarbamoyl)-2-(2-hydroxypropan-2-yl)thiazole-5-sulfonimidamide FC=1C=2CCCC2C(=C2CCCC12)NC(=O)N=[S@@](=O)(N)C1=CN=C(S1)C(C)(C)O